FC=1C=C2CC(CC2=CC1F)NC1=NC=C(C=N1)C=1OC(=NN1)N1CC(C1)C=1OC(=NN1)C(F)(F)F N-(5,6-difluoro-2,3-dihydro-1H-inden-2-yl)-5-(5-(3-(5-(trifluoromethyl)-1,3,4-oxadiazol-2-yl)azetidin-1-yl)-1,3,4-oxadiazol-2-yl)pyrimidin-2-amine